(E)-N'-(2-cyano-4-nitrophenyl)-N,N-dimethylformamidine C(#N)C1=C(C=CC(=C1)[N+](=O)[O-])/N=C/N(C)C